1-(2-Chloro-3-(4-(2-((1-(methyl-sulfonyl)piperidin-4-yl)amino)-5-(trifluoromethyl)pyrimidin-4-yl)-1H-imidazol-1-yl)benzyl)azetidin-3-ol ClC1=C(CN2CC(C2)O)C=CC=C1N1C=NC(=C1)C1=NC(=NC=C1C(F)(F)F)NC1CCN(CC1)S(=O)(=O)C